trans-4-((4-(2-Cyclopropyloxazol-4-yl) pyridine-2-yl)((trans-4-(6-methoxy-5-methylpyridin-3-yl)cyclohexyl)methyl) carbamoyl)cyclohexyl 3-methoxyazetidine-1-carboxylate COC1CN(C1)C(=O)O[C@@H]1CC[C@H](CC1)C(N(C[C@@H]1CC[C@H](CC1)C=1C=NC(=C(C1)C)OC)C1=NC=CC(=C1)C=1N=C(OC1)C1CC1)=O